N-(1,3-Dimethylbutyl)-N'-phenyl-p-phenylendiamin CC(CC(C)C)NC1=CC=C(C=C1)NC1=CC=CC=C1